CC1=NOC(=C1C=1C=CC(=NC1)C[N+]1=NOC(=C1)[N-]C(NC1=CN=C(S1)C(F)(F)F)=O)C (3-((5-(3,5-dimethylisoxazol-4-yl)pyridin-2-yl)methyl)-1,2,3-oxadiazol-3-ium-5-yl)((2-(trifluoromethyl)thiazol-5-yl)carbamoyl)amide